OCCC=1C(=C(C(=O)N)C=CC1C(=O)N)CCO bis(2-hydroxyethyl)terephthalamide